methyl (3S,4S)-1-(8-fluoro-7-(8-fluoronaphthalen-1-yl)-2-((tetrahydro-1H-pyrrolizin-7a(5H)-yl)methoxy)pyrido[4,3-d]pyrimidin-4-yl)-3-hydroxypiperidine-4-carboxylate FC1=C(N=CC2=C1N=C(N=C2N2C[C@H]([C@H](CC2)C(=O)OC)O)OCC21CCCN1CCC2)C2=CC=CC1=CC=CC(=C21)F